1-(((decyloxy)(2,6-diisopropylphenoxy)phosphoryl)amino)cyclohexane-1-carboxylic acid methyl ester COC(=O)C1(CCCCC1)NP(=O)(OC1=C(C=CC=C1C(C)C)C(C)C)OCCCCCCCCCC